3,5-Difluoro-4'-propylbiphenyl-4-carbothioic acid 3,4,5-trifluorophenyl ester FC=1C=C(C=C(C1F)F)OC(=S)C1=C(C=C(C=C1F)C1=CC=C(C=C1)CCC)F